CC1C(O)=CC2=C(C=1C)O[C@](C)(CCC[C@H](C)CCC[C@H](C)CCCC(C)C)CC2 γ-tocopherol